methoxy(methyl)silane CO[SiH2]C